CC1(OCC(CO1)N1CC=2C=CC(=NC2CC1)COC=1C(=CC=2N(N1)C(=NN2)C2=CC=C(C=C2)F)OC)C 6-(2,2-Dimethyl-1,3-dioxan-5-yl)-2-(((3-(4-fluorophenyl)-7-methoxy-[1,2,4]triazolo[4,3-b]pyridazin-6-yl)oxy)methyl)-5,6,7,8-tetrahydro-1,6-naphthyridine